CN1CCC(CC1)C1=CC=2C3=C(N(C2C=C1)CC(F)(F)F)C(=NC=N3)O 8-(1-methylpiperidin-4-yl)-5-(2,2,2-trifluoroethyl)-5H-pyrimido[5,4-b]indol-4-ol